5-ethylthioTetrazole ethyl-2-bromo-5-ethoxypyridine-4-carboxylate C(C)OC(=O)C1=CC(=NC=C1OCC)Br.C(C)SC1=NN=NN1